OCCCC=1C(=NON1)C(=O)N 4-(3-hydroxypropyl)-1,2,5-oxadiazole-3-carboxamide